OCCN1COC2=C(C1)C=C(C=C2)CCOC(CCC=2C=CC1=C(CCN(O1)CCO)C2)=O.FC=2C(=NC=C(C2)F)C(C)=O 1-(3,5-Difluoropyridin-2-yl)ethan-1-one 2-(3-(2-hydroxyethyl)-3,4-dihydro-2H-benzo[e][1,3]oxazin-6-yl)ethyl-3-(2-(2-hydroxyethyl)-3,4-dihydro-2H-benzo[e][1,2]oxazin-6-yl)propanoate